O1COC2=C1C=CC(=C2)NC2=NC=C(C(=N2)N2C=C(C=C2)C(=O)NC(CO)C=2C=NC=CC2)C 1-(2-(benzo[d][1,3]dioxol-5-ylamino)-5-methylpyrimidin-4-yl)-N-(2-hydroxy-1-(pyridin-3-yl)ethyl)-1H-pyrrole-3-carboxamide